COC1=CC=C(C=C1)C(OC[C@@H](CO[Si](C1=CC=CC=C1)(C1=CC=CC=C1)C(C)(C)C)N1C(N=C(C=C1)NC(C(C)C)=O)=O)(C1=CC=CC=C1)C1=CC=C(C=C1)OC (S)-N-(1-(1-(bis(4-methoxyphenyl)(phenyl)methoxy)-3-((tert-butyldiphenylsilyl)oxy)propan-2-yl)-2-oxo-1,2-dihydropyrimidin-4-yl)isobutyramide